benzoic acid glycidyl-methacrylate C(C1CO1)OC(C(=C)C)=O.C(C1=CC=CC=C1)(=O)O